3-(3-Chloro-4-methoxy-phenyl)-2-(2-{3-[4-(2-hydroxy-ethyl)-piperazin-1-yl]-phenylamino}-pyrimidin-4-yl)-thiazolo[3,2-a]pyrimidin-5-one ClC=1C=C(C=CC1OC)C1=C(SC=2N1C(C=CN2)=O)C2=NC(=NC=C2)NC2=CC(=CC=C2)N2CCN(CC2)CCO